(1S,2S)-2-fluoro-N-[3-(2-methoxy-4-methylpyridin-3-yl)-1H-pyrazolo[3,4-b]pyridin-6-yl]cyclopropane-1-carboxamide F[C@@H]1[C@@H](C1)C(=O)NC1=CC=C2C(=N1)NN=C2C=2C(=NC=CC2C)OC